(S)-2-acetyl-5-(1-(4-chlorophenyl)ethyl)-8-(3-fluoro-5-(trifluoromethyl)pyridin-2-yl)-2,5,8-triazaspiro[3.5]nonane-6,9-dione C(C)(=O)N1CC2(C1)N(C(CN(C2=O)C2=NC=C(C=C2F)C(F)(F)F)=O)[C@@H](C)C2=CC=C(C=C2)Cl